7,7a-dihydro-4,7,7,7a-tetramethyl-2-phenylbenzo[b]thiophene-5,6-dicarboxylic anhydride CC=1C2=C(C(C3(SC(=CC31)C3=CC=CC=C3)C)(C)C)C(=O)OC2=O